bromo(ethynyl)diisopropylsilane Br[Si](C(C)C)(C(C)C)C#C